N-ethoxycarbonyl-O-toluenesulfonyl-L-homoserine ethyl ester C(C)OC([C@@H](NC(=O)OCC)CCOS(=O)(=O)CC1=CC=CC=C1)=O